NC1=NC(=C(C(=N1)Cl)C(\C=C\CN(C)C)=O)Cl (E)-1-(2-amino-4,6-dichloropyrimidin-5-yl)-4-(dimethylamino)-2-buten-1-one